C(C)(=O)C1=CN(C2=CC=C(C=C12)C=1C=NC(=NC1)NC)CC(=O)N1[C@@H](C[C@H](C1)F)C(=O)NC=1C(=C(C=CC1)C1=C(C=CC=C1)Cl)F (2S,4R)-1-(2-(3-acetyl-5-(2-(methylamino)pyrimidin-5-yl)-1H-indol-1-yl)acetyl)-N-(2'-chloro-2-fluorobiphenyl-3-yl)-4-fluoropyrrolidine-2-carboxamide